2-(p-tolyl)imidazole C1(=CC=C(C=C1)C=1NC=CN1)C